tert-butyl (1-benzyl-2-(((tert-butyldiphenylsilyl)oxy)methyl)-1,2,3,6-tetrahydropyridin-4-yl)carbamate C(C1=CC=CC=C1)N1C(CC(=CC1)NC(OC(C)(C)C)=O)CO[Si](C1=CC=CC=C1)(C1=CC=CC=C1)C(C)(C)C